2-(3,4-difluoro-2-methylphenyl)-4,4,5,5-tetramethyl-1,3,2-dioxaborolane FC=1C(=C(C=CC1F)B1OC(C(O1)(C)C)(C)C)C